tetra-silazane [SiH3]N[SiH2]N[SiH2]N[SiH3]